C(=O)(OC(C)(C)C)N1CCC(CC1)OCC1CC(C1)O N-Boc-4-(((1s,3s)-3-hydroxycyclobutyl)methoxy)piperidine